(5-(benzyloxy)-2-fluorophenyl)(6-(1-(o-tolyl)-1H-pyrazol-5-yl)-2-azaspiro[3.3]hept-2-yl)methanone C(C1=CC=CC=C1)OC=1C=CC(=C(C1)C(=O)N1CC2(C1)CC(C2)C2=CC=NN2C2=C(C=CC=C2)C)F